N1(CCOCC1)C(=O)C1=CC=C(C=C1)C(F)(F)F morpholinyl-(4-(trifluoromethyl)phenyl)methanone